O1CCC(=CC1)C1=NN2C(N(C(=C(C2=O)N2CCNCC2)CC)CC(=O)NC2=C(C=C(C=C2)C(F)(F)F)C)=N1 2-(2-(3,6-dihydropyran-4-yl)-5-ethyl-7-oxo-6-piperazine-1-yl-[1,2,4]triazolo[1,5-a]pyrimidin-4(7H)yl)-N-(2-methyl-4-trifluoromethylphenyl)acetamide